C(C)(C)(C)OC(C1=CC(=C(C=C1)NC([C@H](C1=CC=CC=C1)NC(=O)OCC1=CC=CC=2C3=CC=CC=C3CC12)=O)Cl)=O (S)-4-(2-(((9H-fluorenylmethoxy)carbonyl)amino)-2-phenylacetamido)-3-chlorobenzoic acid tert-butyl ester